ClC1=C(C=C(OC[C@H](C)NC(OC(C)(C)C)=O)C=C1)CNC(CC)=O tert-butyl N-[(1S)-2-[4-chloro-3-[(propanoylamino)methyl]phenoxy]-1-methyl-ethyl]carbamate